BrC=1C=C(C(=NC1)N)I 5-bromo-3-iodopyridin-2-amine